Cl.ClC=1C=C(C=CC1C(=O)N1CCC2(CC1)CCNCC2)NC(=O)C=2N(C(=CN2)C=2C(=NN(C2)C2CC2)C(F)(F)F)C N-(3-chloro-4-(3,9-diazaspiro[5.5]undecane-3-carbonyl)phenyl)-5-(1-cyclopropyl-3-(trifluoromethyl)-1H-pyrazol-4-yl)-1-methyl-1H-imidazole-2-carboxamide hydrochloride